C(C)(=O)N1CCN(CC1)C1=CC=C(C=C1)C=1C=C(C(=NC1)N)C=1C=C2CCNC(C2=CC1)=O 6-(5-(4-(4-acetylpiperazin-1-yl)phenyl)-2-aminopyridin-3-yl)-3,4-dihydroisoquinolin-1(2H)-one